[N+](=O)([O-])CC=1OC=CN1 nitromethyloxazole